5-benzyl-N-((R)-3-methyl-1-((3aS,4S,6S,7aR)-3a,5,5-trimethylhexahydro-4,6-methanobenzo[d][1,3,2]dioxaborol-2-yl)butyl)-3-(((6-phenylpyridin-2-yl)methoxy)methyl)-4,5-dihydroisoxazole C(C1=CC=CC=C1)C1CC(N(O1)[C@@H](CC(C)C)B1O[C@@]2([C@H](O1)C[C@H]1C([C@@H]2C1)(C)C)C)COCC1=NC(=CC=C1)C1=CC=CC=C1